4-methanesulfonyl-3-methyl-1H-pyrrole-2-carboxylic acid CS(=O)(=O)C=1C(=C(NC1)C(=O)O)C